BrC1=C2C(=C(N=C1)CNB)NC=C2 N-((4-bromo-1H-pyrrolo[2,3-c]pyridin-7-yl)methyl)boranamine